bisdodecyl phthalate C(C=1C(C(=O)OCCCCCCCCCCCC)=CC=CC1)(=O)OCCCCCCCCCCCC